6-((2-((3-(N,N-diethylcarbamoyl)propyl)-N-methylamino)ethyl)(6-(1-hexylnonylcarbonyloxy)hexyl)amino)-hexyl 2-hexyldecanoate C(CCCCC)C(C(=O)OCCCCCCN(CCCCCCOC(=O)C(CCCCCCCC)CCCCCC)CCN(C)CCCC(N(CC)CC)=O)CCCCCCCC